C(CCCCCCC)OC(CCC1=CC(=C(C(=C1)C(C)(C)C)OC)C(C)(C)C)=O octyl-3,5-di-tert-butyl-4-methoxyhydrocinnamate